2-(2,6-dioxopiperidin-3-yl)-4-(((1-isobutyl-1H-pyrazol-4-yl)methyl)amino)isoindoline-1,3-dione O=C1NC(CCC1N1C(C2=CC=CC(=C2C1=O)NCC=1C=NN(C1)CC(C)C)=O)=O